CNCC1=CC(=NC(=N1)C(F)(F)F)C(=O)N1CCC(CC1)N1CC(C1)(N1N=CC(=C1)C=1C2=C(N=CN1)NC=C2)CC#N {1-(1-{[6-[(methylamino)methyl]-2-(trifluoromethyl)pyrimidin-4-yl]carbonyl}piperidin-4-yl)-3-[4-(7H-pyrrolo[2,3-d]pyrimidin-4-yl)-1H-pyrazol-1-yl]azetidin-3-yl}acetonitrile